1-(2-(2-fluoroethoxy)ethoxy)-4-(vinylsulfonyl)benzene FCCOCCOC1=CC=C(C=C1)S(=O)(=O)C=C